2-(2,6-diethyl-4-methylphenyl)malononitrile C(C)C1=C(C(=CC(=C1)C)CC)C(C#N)C#N